C1(CC1)OC=1C(=C(C(=O)O)C=CC1)C=O 3-CYCLOPROPOXY-2-FORMYLBENZOIC ACID